C(C)(C)(C)OC(=O)N1CCN(CC1)CCCCOC1=C(C(=C2C(C=C(OC2=C1)C1=CC(=C(C=C1)OC)OC)=O)O)OC 4-(4-((2-(3,4-dimethoxyphenyl)-5-hydroxy-6-methoxy-4-oxo-4H-chromen-7-yl)oxy)butyl)piperazine-1-carboxylic acid tert-butyl ester